tert-butyl 2-((S)-5-chloro-6-fluoro-2-phenyl-4-(4,4,5,5-tetramethyl-1,3,2-dioxaborolan-2-yl)-2,3-dihydrobenzofuran-2-yl)-4-hydroxy-4-methylpyrrolidine-1-carboxylate ClC=1C(=CC2=C(C[C@](O2)(C2=CC=CC=C2)C2N(CC(C2)(C)O)C(=O)OC(C)(C)C)C1B1OC(C(O1)(C)C)(C)C)F